4-benzyl-2-oxo-oxazolidin C(C1=CC=CC=C1)C1NC(OC1)=O